O.O.Cl.Cl DI-HYDROCHLORIDE DI-HYDRATE